tert-butyl 4-benzyloxy-2-chloro-5-oxo-7H-pyrrolo[3,4-d]pyrimidine-6-carboxylate C(C1=CC=CC=C1)OC=1C2=C(N=C(N1)Cl)CN(C2=O)C(=O)OC(C)(C)C